NC1=NC=2C3=C(C(CC2C=N1)(C)C)C(=NN3)C(=O)NC=3SC=C(N3)CO[C@@H]3CC[C@H](CC3)N3CCC(CC3)C 8-amino-4,4-dimethyl-N-[4-({[trans-4-(4-methylpiperidin-1-yl)cyclohexyl]oxy}methyl)-1,3-thiazol-2-yl]-4,5-dihydro-1H-pyrazolo[4,3-H]quinazoline-3-carboxamide